C(C)C=1SC(=C(N1)C1=CC=CC=C1)OC1=CC(=NC=C1)NC1=C(C(=O)N)C=CC=C1 ((4-((2-ethyl-4-phenylthiazol-5-yl)oxy)pyridin-2-yl)amino)benzamide